ClC1=NC=C(C(=N1)NC1=CC=C(C=C1)F)Cl 2,5-dichloro-N-(4-fluorophenyl)pyrimidin-4-amine